C1(CC1)C1=NN(C=N1)C1CC2(CN(C2)C(=O)N2CC3(C2)CCN(CC3)CC=3N(N=C(C3)C(F)(F)F)C)C1 [6-(3-cyclopropyl-1,2,4-triazol-1-yl)-2-azaspiro[3.3]heptan-2-yl]-[7-[[2-methyl-5-(trifluoromethyl)pyrazol-3-yl]methyl]-2,7-diazaspiro[3.5]nonan-2-yl]methanone